ClC1=CC=C(C=C1)NC1=CC(C1=O)=O 4-[(4-chlorophenyl)amino]cyclobut-3-ene-1,2-dione